dioxolanedione O1C(OC(C1)=O)=O